6-cyclopropoxy-3-(6-fluoropyridin-3-yl)-2-(4-(4-methyl-4H-1,2,4-triazol-3-yl)piperidin-1-yl)benzonitrile C1(CC1)OC1=CC=C(C(=C1C#N)N1CCC(CC1)C1=NN=CN1C)C=1C=NC(=CC1)F